Cl.NC/C(/CN1N=CN(C1=O)CC1=CC=C(S1)C=1C=CC2=C(NC(CO2)=O)C1)=C\F 6-[5-(1-[(2E)-2-(aminomethyl)-3-fluoroprop-2-en-1-yl]-5-oxo-1,5-dihydro-4H-1,2,4-triazol-4-ylmethyl)thiophen-2-yl]-2H-1,4-benzoxazin-3(4H)-one hydrochloride